COC=1C=C(C=CC1NC(C[C@H]1C[C@H](N(C1)C=1C2=C(N=C(N1)C)C1=C(O2)C=CC=C1)C(=O)O)=O)C1=CC=CC=C1 (2S,4R)-4-(2-((3-methoxy-[1,1'-biphenyl]-4-yl)amino)-2-oxoethyl)-1-(2-methylbenzofuro[3,2-d]pyrimidin-4-yl)pyrrolidine-2-carboxylic acid